(p-Methoxyphenyl)(m-nitrophenyl)-iodonium p-toluenesulfonate CC1=CC=C(C=C1)S(=O)(=O)[O-].COC1=CC=C(C=C1)[I+]C1=CC(=CC=C1)[N+](=O)[O-]